C(CC)OC([C@@H](N)CCCCN)=O lysine propylester